trans-(3-((1-(Morpholinosulfonyl)-5-phenylpiperidin-3-yl)methoxy)phenyl)methanamine 2,2,2-trifluoroacetate FC(C(=O)O)(F)F.O1CCN(CC1)S(=O)(=O)N1C[C@H](C[C@@H](C1)C1=CC=CC=C1)COC=1C=C(C=CC1)CN